C1(CCCCC1)CCC1CCC(C(C1)O)OC 5-(2-cyclohexylethyl)-2-methoxycyclohexane-1-ol